O1C(OCC1)C1=C(C=C(C=C1)C(C(=O)O)F)OCC1=CC=C(C=C1)OC 2-(4-(1,3-dioxolan-2-yl)-3-((4-methoxybenzyl)oxy)phenyl)-2-fluoroacetic acid